C(CCC)(=O)NS(=O)(=O)N(C(=O)C=1OC=CC1)C1CC2(C1)CC(C2)C=2OC1=C(N2)C=C(C=C1)Cl (Ra)-N-(butanoylsulfamoyl)-N-[6-(5-chloro-1,3-benzoxazol-2-yl)spiro[3.3]heptan-2-yl]furan-2-carboxamide